tert-butyl (4-(1-(thiazol-5-yl)ethyl)phenyl)carbamate S1C=NC=C1C(C)C1=CC=C(C=C1)NC(OC(C)(C)C)=O